2-{[(tert-butoxy)carbonyl]amino}-3-[(tert-butyldimethylsilyl)oxy]propanoic Acid C(C)(C)(C)OC(=O)NC(C(=O)O)CO[Si](C)(C)C(C)(C)C